1-(2,2-diphenylvinyl)-1H-pyrrolo[2,3-b]pyridine C1(=CC=CC=C1)C(=CN1C=CC=2C1=NC=CC2)C2=CC=CC=C2